4-((1-(2-methyl-1H-indazol-5-yl)-1H-indol-4-yl)methyl)morpholine CN1NC2=CC=C(C=C2C1)N1C=CC2=C(C=CC=C12)CN1CCOCC1